COC([C@H](CCCC(F)(F)F)NC(=O)OC(C)(C)C)=O.COC=1C=C2C(=CC=NC2=CC1OC)OC=1C=C(C=C(C1)OC)CC(=O)N (3-((6,7-Dimethoxyquinolin-4-yl)oxy)-5-methoxyphenyl)acetamide methyl-(2S)-2-(tert-butoxycarbonylamino)-6,6,6-trifluoro-hexanoate